BrC1=C(C=C(C=C1)C[C@@H](C(=O)O)O)F (2S)-3-(4-bromo-3-fluorophenyl)-2-hydroxypropionic acid